4,8,13,17,21-pentamethyl-docosane-4,8,12,16,20-pentaenoic acid (4e,8e,12e,16e)-2-((4,5-dihydroxy-2-iodophenylethyl)-amino)-2-oxoethyl ester OC1=CC(=C(C=C1O)CCNC(COC(CC\C(=C\CC\C(=C\CC\C=C(\CC\C=C(\CCC=C(C)C)/C)/C)\C)\C)=O)=O)I